COC(=O)C1=CC2=CC=CC=C2C=C1S(=O)(=O)C(F)(F)F 3-(trifluoromethylsulfonyl)-2-naphthoic acid methyl ester